1,2,3,4-tetrahydroisoquinolinium trifluoroacetate FC(C(=O)[O-])(F)F.C1[NH2+]CCC2=CC=CC=C12